2-(2,6-dichlorobenzamido)-10-((4,5-dihydrooxazol-2-yl)amino)decanoic acid ClC1=C(C(=O)NC(C(=O)O)CCCCCCCCNC=2OCCN2)C(=CC=C1)Cl